(4-[[3-isopropyl-1-(4-methylbenzene-sulfonyl)indol-5-yl]methyl]-3,5-dimethylphenyl)acetamide C(C)(C)C1=CN(C2=CC=C(C=C12)CC1=C(C=C(C=C1C)CC(=O)N)C)S(=O)(=O)C1=CC=C(C=C1)C